FC(C1=NC(=NO1)C1=CC=C(C=C1)CN1C=NC=C1C(=O)OC)(F)F methyl 3-[[4-[5-(trifluoromethyl)-1,2,4-oxadiazol-3-yl]phenyl] methyl]imidazole-4-carboxylate